1,2,3-tris(trifluoromethylsulfonyl)benzene FC(S(=O)(=O)C1=C(C(=CC=C1)S(=O)(=O)C(F)(F)F)S(=O)(=O)C(F)(F)F)(F)F